Benzyl-3,3-dimethyl-[1,4'-bipiperidine] C(C1=CC=CC=C1)C1N(CCCC1(C)C)C1CCNCC1